ClCC\C=C/CCCCCC(=O)[O-] (5Z)-8-chloro-5-octenylacetate